ClC=1C(=NC=CC1C1=NC(=C(C=C1)CNC[C@@H]1NC(CC1)=O)OC)C=1C(=C(C=CC1)NC(=O)C=1NC=C(N1)CNCCO)C (R)-N-(3-(3'-chloro-6-methoxy-5-((((5-oxopyrrolidin-2-yl)methyl)amino)methyl)-[2,4'-bipyridin]-2'-yl)-2-methylphenyl)-4-(((2-hydroxyethyl)amino)methyl)-1H-imidazole-2-carboxamide